3-[1-(4-fluoro-3-methyl-phenyl)-4-hydroxy-2-isopropyl-indol-3-yl]-1-(trifluoromethyl)cyclobutanecarboxylic acid FC1=C(C=C(C=C1)N1C(=C(C2=C(C=CC=C12)O)C1CC(C1)(C(=O)O)C(F)(F)F)C(C)C)C